2-(4-(2-((tert-butoxycarbonyl)amino)-1-hydroxyethyl)-2-nitrophenoxy)-6-(methoxycarbonyl)tetrahydro-2H-pyran-3,4,5-triyl triacetate C(C)(=O)OC1C(OC(C(C1OC(C)=O)OC(C)=O)C(=O)OC)OC1=C(C=C(C=C1)C(CNC(=O)OC(C)(C)C)O)[N+](=O)[O-]